(5S,8S)-5-fluoro-8-hydroxy-8-(hydroxymethyl)-N-(2,3,4-trifluorobenzyl)-5,6,7,8-tetrahydroquinoline-5-carboxamide F[C@@]1(C=2C=CC=NC2[C@@](CC1)(CO)O)C(=O)NCC1=C(C(=C(C=C1)F)F)F